3-(4-pyridyloxy)cyclobutanol N1=CC=C(C=C1)OC1CC(C1)O